FC1=CC=C(C(=O)N[C@H](C(=O)NC2=CC=C(C=C2)S(NCCOC)(=O)=O)CC2=CC=CC=C2)C=C1 (S)-4-fluoro-N-(1-(4-(N-(2-methoxyethyl)sulfamoyl)phenylamino)-1-oxo-3-phenylpropan-2-yl)benzamide